FC(C1=C(C=CC=C1)[C@H]1N(CCC1)C1CC2(C1)CCN(CC2)C=2C=CC(=NC2)C(=O)N)(F)F 5-(2-((S)-2-(2-(trifluoromethyl)phenyl)pyrrolidin-1-yl)-7-azaspiro[3.5]nonan-7-yl)picolinamide